benzyl (2S)-3-methyl-2-(1-oxo-5,6,8,8a-tetrahydro-3H-imidazo[5,1-c][1,4]oxazin-2-yl)butanoate CC([C@@H](C(=O)OCC1=CC=CC=C1)N1CN2C(COCC2)C1=O)C